NC1=C(C=CC(=C1F)NCC1=CC=C(C=C1)C(F)(F)F)NC(CCCCCC[C@H](CF)F)=O (8R)-N-(2-amino-3-fluoro-4-((4-(trifluoromethyl)benzyl)amino)phenyl)-8,9-difluorononanamide